methyl 3-(9-((4-(aminomethyl)-2,6-dimethylphenyl)carbamoyl)-4,5-dihydrobenzo[b]thieno[2,3-d]oxepin-8-yl)-6-((4,4-difluorocyclohexyl)carbamoyl)picolinate NCC1=CC(=C(C(=C1)C)NC(=O)C1=CC2=C(OCCC3=C2SC=C3)C=C1C=1C(=NC(=CC1)C(NC1CCC(CC1)(F)F)=O)C(=O)OC)C